6-hydroxymethyl-N-methyl-N-p-tolyl-pyridinecarboxamide OCC1=CC=CC(=N1)C(=O)N(C1=CC=C(C=C1)C)C